O=C1C2=C(N(CCC1)C(=O)OC(C)(C)C)C=CC=C2 tert-butyl 5-oxo-2,3,4,5-tetrahydro-1H-benzo[b]azepin-1-carboxylate